BrC=1C=CC(=C(C1)N1CCC2(CC2)CC1)N1N=NC(=C1)C1=NC(=NC(=C1)C)N1CCC(CC1)(F)F 6-(5-bromo-2-{4-[2-(4,4-difluoropiperidin-1-yl)-6-methylpyrimidin-4-yl]-1H-1,2,3-triazol-1-yl}phenyl)-6-azaspiro[2.5]octane